COC1=C(C=CC(=C1)S(=O)(=O)N1CCC(CC1)N1CCOCC1)NC=1N=C(C2=C(N1)NC=C2)NC N2-(2-methoxy-4-((4-morpholinopiperidin-1-yl)sulfonyl)phenyl)-N4-methyl-7H-pyrrolo[2,3-d]pyrimidine-2,4-diamine